C(C)N(CCN(CCOC(=O)OC(CCCCCCC(C(=O)[O-])(CCCCCCC)CCCCCCC)CCCCCCC(C(=O)[O-])(CCCCCCC)CCCCCCC)CC)CC 7-(((2-((2-(Diethylamino)ethyl)(ethyl)amino)ethoxy)carbonyl)oxy)tridecane-1,13-diylbis(2-heptylnonanoate)